ClC=1C=C(C=CC1C(NCCN1CC(CC1)CO)=O)NC(=O)C=1N(C(=CN1)C1=C(C(=C(C=C1)OC)F)F)C N-[3-Chloro-4-[2-[3-(hydroxymethyl)pyrrolidin-1-yl]ethylcarbamoyl]phenyl]-5-(2,3-difluoro-4-methoxyphenyl)-1-methylimidazol-2-carboxamid